C(C)(C)(C)N1C=NC(=C1)C(=O)NC1=CC(=C(C=C1)C)C1=CC=2N(C(=C1)N1CCOCC1)C=NN2 1-(Tert-butyl)-N-(4-methyl-3-(5-morpholino-[1,2,4]triazolo[4,3-a]pyridin-7-yl)phenyl)-1H-imidazole-4-carboxamide